3-[(cyclopropylmethoxy)methyl][1,4'-bipiperidin] C1(CC1)COCC1CN(CCC1)C1CCNCC1